rel-[(3aS,4R,6aR)-4-(3-chloro-7H-pyrrolo[2,3-c]pyridazin-7-yl)hexahydrocyclopenta[c]pyrrole-2(1H)-yl](5-methyl-2-thienyl)methanone ClC1=CC2=C(N=N1)N(C=C2)[C@@H]2CC[C@H]1CN(C[C@H]12)C(=O)C=1SC(=CC1)C |o1:10,13,17|